FC(C=1C=C(C=CC1)NC=1C2=C(N=CN1)N(C(=C2)C2=CC=CC=C2)C)(F)F N-(3-trifluoromethylphenyl)-7-methyl-6-phenyl-7H-pyrrolo[2,3-d]pyrimidin-4-amine